6-(1-methyl-1H-imidazol-5-yl)-4-(5-methyl-7H-pyrrolo[2,3-d]pyrimidin-4-yl)-3,4-dihydro-2H-1,4-thiazine CN1C=NC=C1C1=CN(CCS1)C=1C2=C(N=CN1)NC=C2C